4-(2-(Ethyl(isopropyl)amino)-6-isopropylpyrimidine-4-carboxamido)-2-methylbenzoic acid C(C)N(C1=NC(=CC(=N1)C(=O)NC1=CC(=C(C(=O)O)C=C1)C)C(C)C)C(C)C